C1(CC1)C=1C=NN2C1N=C(C=C2NC=2C=C(C#N)C=CC2)N[C@@H]2CNCCC2 (S)-3-((3-cyclopropyl-5-((piperidin-3-yl)amino)pyrazolo[1,5-a]pyrimidin-7-yl)amino)benzonitrile